BrC1=C(C=CC(=C1)F)C(CCC=1C(=NN(C1)CC)Cl)O 1-(2-bromo-4-fluorophenyl)-3-(3-chloro-1-ethyl-1H-pyrazol-4-yl)propan-1-ol